3-[2-fluoro-4-methoxy-5-(quinolin-6-ylmethoxy)phenyl]-2,4-dioxo-1H-thieno[3,4-d]pyrimidine-5-carboxylic acid FC1=C(C=C(C(=C1)OC)OCC=1C=C2C=CC=NC2=CC1)N1C(NC=2C(C1=O)=C(SC2)C(=O)O)=O